(2S,6R*)-N-[(1S)-1-cyano-2-[4-(3-methyl-2-oxo-2,3-dihydro-1,3-benzoxazol-5-yl)phenyl]ethyl]-6-ethoxy-1,4-oxazocane-2-carboxamide C(#N)[C@H](CC1=CC=C(C=C1)C=1C=CC2=C(N(C(O2)=O)C)C1)NC(=O)[C@H]1OCC[C@H](CNC1)OCC |o1:28|